N-(4-iodo-5-methylpyridin-2-yl)-2-methylpyrimidin-4-amine IC1=CC(=NC=C1C)NC1=NC(=NC=C1)C